methyl (R)-2-((tert-butoxycarbonyl)amino)-3-(4-((S)-2-(4,4-difluorocyclohexyl)-2-(1-methyl-1H-pyrazole-5-carboxamido)acetamido)phenyl)propanoate C(C)(C)(C)OC(=O)N[C@@H](C(=O)OC)CC1=CC=C(C=C1)NC([C@@H](NC(=O)C1=CC=NN1C)C1CCC(CC1)(F)F)=O